2-(R)-(1-(cyclopropylmethyl)-7-(2-ethyl-6-methylpyridin-3-yl)-3-fluoro-2-(piperidin-3-yl)-1H-indol-5-yl)(1-methylpyrrolo[3,4-c]pyrazol-5(1H,4H,6H)-yl)methanone C1(CC1)CN1C(=C(C2=CC(=CC(=C12)C=1C(=NC(=CC1)C)CC)N1N(C2=C(C1)CN(C2)C=O)C)F)C2CNCCC2